C(C)OC(CCCC(C)(C)C1=C(C=C(C=C1F)Br)F)=O 5-(4-bromo-2,6-difluoro-phenyl)-5-methyl-hexanoic acid ethyl ester